(S)-3,3-dimethyl-2-(4-(piperidin-4-ylmethyl)-1H-1,2,3-Triazol-1-yl)butyric acid methyl ester COC([C@H](C(C)(C)C)N1N=NC(=C1)CC1CCNCC1)=O